4-chloro-7-(3-chloro-5-fluorobenzyl)-7H-pyrrolo[2,3-d]Pyrimidine ClC=1C2=C(N=CN1)N(C=C2)CC2=CC(=CC(=C2)F)Cl